4-cyclooctene C1CCC=CCCC1